NCCCC(=O)N[C@H](CC1=CN=CN1C)C(=O)O γ-aminobutyryl-3-methyl-D-histidine